1-(7-((1R,2S,4R)-2-(2-chlorophenyl)-4-methylcyclohexane-1-carbonyl)-2,7-diazaspiro[3.5]nonan-2-yl)prop-2-en-1-one ClC1=C(C=CC=C1)[C@@H]1[C@@H](CC[C@H](C1)C)C(=O)N1CCC2(CN(C2)C(C=C)=O)CC1